OC1=C(CNCCNCC2=C(C=CC(=C2)C)O)C=C(C=C1)C N,N'-di(2-hydroxy-5-methylbenzyl)-ethylenediamine